ClC=1C(=CC2=CN(N=C2C1)C=1C=C(C(=C(C1)O)F)C(F)(F)F)N1CCN(CC1)S(=O)(=O)C 5-(6-Chloro-5-(4-(methylsulfonyl)piperazin-1-yl)-2H-indazol-2-yl)-2-fluoro-3-(trifluoromethyl)phenol